1-ethoxy-4-isothiocyanatobenzene C(C)OC1=CC=C(C=C1)N=C=S